2-[(2,2-dimethyl-1,3-dioxolan-4-yl)methyl]-5-methyl-pyrazole-3-carboxylic acid CC1(OCC(O1)CN1N=C(C=C1C(=O)O)C)C